BrC=1C=CC=C2C=CC=C(C12)C1CCC=2C(=NC(=NC2C1)OCC1(CC1)CN(C)C)N1CC2CCC(C1)N2C(=O)OC(C)(C)C tert-butyl 3-(7-(8-bromonaphthalen-1-yl)-2-((1-((dimethylamino) methyl) cyclopropyl) methoxy)-5,6,7,8-tetrahydroquinazolin-4-yl)-3,8-diazabicyclo[3.2.1]octane-8-carboxylate